2-[[4-(2,6-diazaspiro[4.5]decan-2-yl)-3-(2-pyridyl)pyrrolo[2,3-b]pyridin-1-yl]methoxy]ethyl-trimethyl-silane C1N(CCC12NCCCC2)C2=C1C(=NC=C2)N(C=C1C1=NC=CC=C1)COCC[Si](C)(C)C